C(N)(=N)N1CCC(=CC1)C1=CC=C(C(=O)NC2=CC(=C(C=C2)N2CCN(CC2)C(N)=N)C)C=C1 4-(1-carbamimidoyl-1,2,3,6-tetrahydropyridin-4-yl)-N-(4-(4-carbamimidoyl-piperazin-1-yl)-3-methylphenyl)benzamide